C(C)OC(=O)C1CCN(CC1)C1=CC=C(C(=N1)F)C=1SC=2C(N(CCC2N1)C(=O)OC(C)(C)C)=O tert-butyl 2-(6-(4-(ethoxycarbonyl)piperidin-1-yl)-2-fluoropyridin-3-yl)-4-oxo-6,7-dihydrothiazolo[5,4-c]pyridine-5(4H)-carboxylate